fluoroethyl-cyclopropane FCCC1CC1